2-Hydroxy-1,5-dimethoxy-6-(methoxymethyl)-9,10-anthraquinone OC1=C(C=2C(C3=CC=C(C(=C3C(C2C=C1)=O)OC)COC)=O)OC